N-(2,4-difluoro-3-(7-fluoro-3-(1H-imidazol-2-yl)-1H-indazol-6-yl)phenyl)-3-methoxy-2-methylbenzene-sulfonamide FC1=C(C=CC(=C1C1=CC=C2C(=NNC2=C1F)C=1NC=CN1)F)NS(=O)(=O)C1=C(C(=CC=C1)OC)C